O=C(CC(=O)O[C@H](C(=O)OCC)C1=CC=CC=C1)CC(=O)[O-] (S)-2-ethoxy-2-oxo-1-phenylethyl 3-oxoglutarate